2-decyltetradecanyl ether C(CCCCCCCCC)C(COCC(CCCCCCCCCCCC)CCCCCCCCCC)CCCCCCCCCCCC